O[C@H]1[C@H]([C@@H]([C@]2(OC3=C([C@]21O)C(=CC(=C3)O)OC)C3=CC=C(C=C3)OC)C3=CC=CC=C3)C(=O)NOC (1S,2S,3R,3aS,8bR)-1,6,8b-trihydroxy-N,8-dimethoxy-3a-(4-methoxyphenyl)-3-phenyl-2,3,3a,8b-tetrahydro-1H-cyclopenta[b]benzofuran-2-carboxamide